6-[2-[[4-(2,4-difluorophenyl)-5-(5-methyl-1H-imidazol-2-yl)pyrimidin-2-yl]amino]ethylamino]pyridine-3-carbonitrile FC1=C(C=CC(=C1)F)C1=NC(=NC=C1C=1NC(=CN1)C)NCCNC1=CC=C(C=N1)C#N